4-cyclobutylpiperazine-1-carboxylic acid [(2s,3s,4E,6r,7s,10r)-2-[(E)-1-(3-fluoro-5-morpholin-4-ylphenyl) prop-1-en-2-yl]-10-hydroxy-3,7-dimethyl-12-oxo-1-oxododec-4-en-6-yl] ester FC=1C=C(C=C(C1)N1CCOCC1)\C=C(/C)\[C@@H](C=O)[C@H](\C=C\[C@@H]([C@H](CC[C@H](CC=O)O)C)OC(=O)N1CCN(CC1)C1CCC1)C